C(C)CC(C(=O)OCC1CN(C=2N(C1)N=CC2)C2=CC=C(C=C2)C(F)(F)F)(C)C2CC(C2)C=O (4-(4-(trifluoromethyl)phenyl)-4,5,6,7-tetrahydropyrazolo[1,5-a]pyrimidin-6-yl)methanol ethyl-2-(3-formylcyclobutyl)-2-methyl-propionate